3,4,5,6-tetramethyl-2,5-octadiene CC(=CC)C(C(=C(CC)C)C)C